glycine, sodium salt [Na+].NCC(=O)[O-]